BrC=1C=C2C=CC=C(C2=CC1)OB(O)O 6-bromo-1-naphthyl-boric acid